2-(ethylamino)quinolin-7-ol methyl-6-chloro-3-(4-morpholinoanilino)-5-(2-pyridylamino)pyrazine-2-carboxylate CN1C(C(=NC(=C1Cl)NC1=NC=CC=C1)NC1=CC=C(C=C1)N1CCOCC1)C(=O)OC1=CC=C2C=CC(=NC2=C1)NCC